CC1(C)CCCC(C)=C1\C=C\C(\C)=C/C=C/C(/C)=C/C=C/C=C(\C)/C=C/C=C(\C)/C=C/C1=C(C)CCCC1(C)C (9Z)-beta,beta-Carotene